N[C@@H](CCC)C(=O)O L-Norvaline